O=C1NC(CCC1N1C(N(C2=C1C=CC=C2N2CCN(CC2)C(=O)OC(C)(C)C)CC)=O)=O Tert-butyl 4-[1-(2,6-dioxo-3-piperidyl)-3-ethyl-2-oxo-benzimidazol-4-yl]piperazine-1-carboxylate